1,2-bis((2-methoxy-1,3-dioxolan-4-yl)methyl)disulfane COC1OCC(O1)CSSCC1OC(OC1)OC